tert-butyl (3S,5S)-4-(5-amino-6-((8-methylnaphthalen-1-yl)carbamoyl)-2-(((S)-1-methylpyrrolidin-2-yl)methoxy)pyrimidin-4-yl)-3,5-dimethylpiperazine-1-carboxylate NC=1C(=NC(=NC1C(NC1=CC=CC2=CC=CC(=C12)C)=O)OC[C@H]1N(CCC1)C)N1[C@H](CN(C[C@@H]1C)C(=O)OC(C)(C)C)C